6,6-dimethyl-3-azabicyclo[3.1.0]hexane-2-carboxylic acid methyl ester COC(=O)C1C2C(C2CN1)(C)C